C(C)(=O)N1C[C@H]([C@@H](CC1)C)C(=O)N1[C@@H](C[C@H](C1)F)C(=O)N[C@H](C1=CC=C(C=C1)C(C)C)C1=CC=CC=C1 (2S,4R)-1-[(3S,4R)-1-acetyl-4-methylpiperidine-3-carbonyl]-4-fluoro-N-[(S)-phenyl[4-(propan-2-yl)phenyl]methyl]pyrrolidine-2-carboxamide